6-chloro-4-(2,8-difluoro-4-((1S,7R,8S)-8-fluoro-2-azabicyclo[5.1.0]octan-2-yl)pyrido[4,3-d]pyrimidin-7-yl)-5-((triisopropylsilyl)ethynyl)naphthalen-2-amine ClC=1C(=C2C(=CC(=CC2=CC1)N)C1=C(C=2N=C(N=C(C2C=N1)N1[C@@H]2[C@H]([C@@H]2CCCC1)F)F)F)C#C[Si](C(C)C)(C(C)C)C(C)C